5-(dimethylamino)-N-(3-(2-((2-(4-methylpiperazin-1-yl)ethyl)amino)thiazol-4-yl)phenyl)naphthalene-1-sulfonamide CN(C1=C2C=CC=C(C2=CC=C1)S(=O)(=O)NC1=CC(=CC=C1)C=1N=C(SC1)NCCN1CCN(CC1)C)C